CC1=NNC=C1C 3,4-Dimethylpyrazol